ClC=1C=C(C2=C(CC(O2)(C)C)C1)COC1=C(C(=C(C=C1)C=CC(=O)N)C)C 3-(4-((5-chloro-2,2-dimethyl-2,3-dihydrobenzofuran-7-yl)methoxy)-2,3-dimethylphenyl)acrylamide